rel-(3R,5R)-5-(2-((5-(4-(aminomethyl)phenyl)thiazol-2-yl)amino)pyrimidin-5-yl)tetrahydrofuran-3-yl isopropylcarbamate C(C)(C)NC(O[C@H]1CO[C@H](C1)C=1C=NC(=NC1)NC=1SC(=CN1)C1=CC=C(C=C1)CN)=O |o1:6,9|